(3-chloro-6-(difluoromethyl)-2-fluorophenyl)-3-methyl-N-(1-((6-((1r,5s)-2-oxo-3-azabicyclo[3.1.0]hex-3-yl)pyridazin-3-yl)methyl)-1H-pyrazol-4-yl)pyrazine-2-carboxamide ClC=1C(=C(C(=CC1)C(F)F)C=1N=C(C(=NC1)C(=O)NC=1C=NN(C1)CC=1N=NC(=CC1)N1C([C@@H]2C[C@@H]2C1)=O)C)F